ClC1=CC=C(C=C1)C=1C=C(C=NC1)C(=O)N1C2=C(OCC1)C=CC=C2 (5-(4-chlorophenyl)pyridin-3-yl)(2,3-dihydro-4H-benzo[b][1,4]oxazin-4-yl)methanone